O1C2=C(OCC1)C=C(C=C2)C=2C=C1CN(C(C1=CC2)=O)[C@H](C(=O)NC(CC(=O)O)C(CF)=O)CC 3-((S)-2-(5-(2,3-dihydrobenzo[b][1,4]dioxin-6-yl)-1-oxoisoindolin-2-yl)butanamido)-5-fluoro-4-oxopentanoic acid